4-(5-bromopyrazine-2-ylmethoxy)-5-isopropyl-3-(2,6-dichlorophenyl)isoxazole BrC=1N=CC(=NC1)COC=1C(=NOC1C(C)C)C1=C(C=CC=C1Cl)Cl